5-CHLORO-1-[2-(DIMETHYLAMINO)ETHYL]-3-PROPYL-1H-PYRAZOLE-4-CARBALDEHYDE ClC1=C(C(=NN1CCN(C)C)CCC)C=O